(((3-(2-(dimethylamino)ethyl)-1H-indol-4-yl)oxy)methyl)phosphonic acid CN(CCC1=CNC2=CC=CC(=C12)OCP(O)(O)=O)C